C1(CC1)C1=C(C(=NO1)C1=C(C=CC=C1Cl)Cl)COC1C2(CCC(C1)CC2)C#N ((5-cyclopropyl-3-(2,6-dichlorophenyl)isoxazol-4-yl)methoxy)bicyclo[2.2.2]octane-1-carbonitrile